COC=1C=C(C=CC1)C=1C=C2C(=NC1)NC(N2CC2=NC=CC=C2)=O 6-(3-methoxyphenyl)-1-(2-pyridylmethyl)-3H-imidazo[4,5-b]pyridin-2-one